(S)-6-(2-chloro-5-fluoro-phenyl)-N-[[6-(3,3-dimethylbutyl)-6-azaspiro[2.5]octan-2-yl]methyl]pyridazin-3-amine ClC1=C(C=C(C=C1)F)C1=CC=C(N=N1)NC[C@H]1CC12CCN(CC2)CCC(C)(C)C